C1(=CC(=CC=C1)C(C)(C(C)(O)C=1C=C(C=CC1)C)O)C 2,3-di-m-tolylbutane-2,3-diol